OCC=1C=C(C=CC1)CNC(=O)C=1N=NN(C1)CCCCN1N=NC(=C1)C(=O)NCC1=NC=CC(=C1)C(F)(F)F 1-{4-[4-({[3-(hydroxymethyl)phenyl]methyl}carbamoyl)-1H-1,2,3-triazol-1-yl]butyl}-N-{[4-(trifluoromethyl)pyridin-2-yl]methyl}-1H-1,2,3-triazole-4-carboxamide